6-(methoxycarbonyl)tetrahydro-2H-pyran-3,4,5-triyl triacetate C(C)(=O)OC1COC(C(C1OC(C)=O)OC(C)=O)C(=O)OC